3-(2-methyl-2H-indazol-5-yl)-7-(1,2,3,6-tetrahydropyridin-4-yl)cinnoline hydrochloride Cl.CN1N=C2C=CC(=CC2=C1)C=1N=NC2=CC(=CC=C2C1)C=1CCNCC1